5-amino-N2-(2,4-difluorophenyl)-1-(3-methoxy-2,6-dimethylphenyl)-1H-imidazole-2,4-dicarboxamide NC1=C(N=C(N1C1=C(C(=CC=C1C)OC)C)C(=O)NC1=C(C=C(C=C1)F)F)C(=O)N